BrCC1=CC(=CC(=C1)CBr)CBr 1,3,5-tribromomethyl-benzene